N[C@H]1CN(CCC1)C1=NC=2N(C(N(C(C2N1CC#CC)=O)CC1=C(C(=O)NCCCCC)C=C(C=C1)Cl)=O)C (R)-2-((8-(3-aminopiperidin-1-yl)-7-(but-2-yn-1-yl)-3-methyl-2,6-dioxo-2,3,6,7-tetrahydro-1H-purin-1-yl)methyl)-5-chloro-N-pentylbenzamide